C(C)O[Si](OCC)(OCC)SS[Si](OCC)(OCC)OCC bis(triethoxysilyl) disulfide